C(C)(C)OCN(C1=NC(=NC(=N1)N(COC(C)C)COC(C)C)N(COC(C)C)COC(C)C)COC(C)C hexa(isopropoxymethyl)melamine